COC(CCCC)=O METHYLPENTANOATE